(R)-(+)-α-methoxy-α-trifluoromethylphenylacetic acid CO[C@](C1=CC=CC=C1)(C(=O)O)C(F)(F)F